tert-butyl-(S)-(1-cyclohexyl-2-((4-(3,5-dimethyl-1-((2-(trimethylsilyl)ethoxy)methyl)-1H-pyrazol-4-yl)phenyl)amino)-2-oxoethyl-1-d)carbamate C(C)(C)(C)OC(N[C@@](C(=O)NC1=CC=C(C=C1)C=1C(=NN(C1C)COCC[Si](C)(C)C)C)([2H])C1CCCCC1)=O